4,4'-diamino-benzophenone NC1=CC=C(C(=O)C2=CC=C(C=C2)N)C=C1